C([C@@H](CCl)O)O S-3-chloro-1,2-propanediol